(3S,4S)-8-[8-(1H-1,3-benzodiazol-4-yl)-7-methylimidazo[1,2-c]pyrimidin-5-yl]-3-methyl-2-oxa-8-azaspiro[4.5]decan-4-amine N1C=NC2=C1C=CC=C2C=2C=1N(C(=NC2C)N2CCC3([C@@H]([C@@H](OC3)C)N)CC2)C=CN1